(s)-ethynyl-2'-deoxyuridine C(#C)[C@@]1(C[C@H](O)[C@@H](CO)O1)N1C(=O)NC(=O)C=C1